C(#N)C1=CC=C(C=C1)N(C1=CC2=C([C@@H](CCO2)CNC=2C=NC=CC2C(=O)O)C=C1)C 3-({[(4R)-7-[(4-cyanophenyl)(methyl)amino]-3,4-dihydro-2H-1-benzopyran-4-yl]methyl}amino)pyridine-4-carboxylic acid